(S)-2-((4-((5-((2,4-Dichlorobenzyl)oxy)furan-2-yl)methyl)piperazin-1-yl)methyl)-1-(oxetan-2-ylmethyl)-1H-benzo[d]imidazole-6-carboxylic acid ClC1=C(COC2=CC=C(O2)CN2CCN(CC2)CC2=NC3=C(N2C[C@H]2OCC2)C=C(C=C3)C(=O)O)C=CC(=C1)Cl